N-(5-((6-(2,4-difluorobenzoyl)-8-methyl-7-oxo-7,8-dihydropyrido[2,3-d]pyrimidin-2-yl)amino)-4-methoxy-2-((3aR,6aS)-5-methylhexahydropyrrolo[3,4-c]pyrrol-2(1H)-yl)phenyl)acrylamide FC1=C(C(=O)C2=CC3=C(N=C(N=C3)NC=3C(=CC(=C(C3)NC(C=C)=O)N3C[C@@H]4CN(C[C@@H]4C3)C)OC)N(C2=O)C)C=CC(=C1)F